C[Si](C1CCCC=2C3=CC=CC=C3CC12)(C1CCCC=2C3=CC=CC=C3CC12)C dimethyl-bis(tetrahydrofluoren-1-yl)silane